2-acetoxy-5,6-difluoro-2,3-dihydro-1H-indene-2-carboxylic acid ethyl ester C(C)OC(=O)C1(CC2=CC(=C(C=C2C1)F)F)OC(C)=O